ClC1=NC=CC=C1CCC(CCCCO[C@H]1CN(CC1)C(=O)OC(C)(C)C)=O tert-butyl (R)-3-((7-(2-chloropyridin-3-yl)-5-oxoheptyl)oxy)pyrrolidine-1-carboxylate